ethyl (4S)-4-((tert-butoxycarbonyl) (4-methoxybenzyl) amino)-5-(3-chlorophenyl)-2,2-difluoro-3-hydroxyvalerate C(C)(C)(C)OC(=O)N([C@H](C(C(C(=O)OCC)(F)F)O)CC1=CC(=CC=C1)Cl)CC1=CC=C(C=C1)OC